BrC1=NN(N=C1C([2H])([2H])[2H])C 4-Bromo-2-methyl-5-(methyl-d3)-2H-1,2,3-triazole